Cl.NC1=CC=C(C=C1)C=1C=CC=2N(N1)C=C(N2)CC(=O)O 2-(6-(4-aminophenyl)imidazo[1,2-b]pyridazin-2-yl)acetic acid hydrochloride